CN(C([S-])=S)C N,N-dimethyl-dithiocarbamate